S(=O)(=O)(O)ON1[C@@H]2C=C([C@H](N(C1=O)C2)C(NOC2CNCC2)=O)C (2S,5R)-3-methyl-7-oxo-2-((pyrrolidin-3-yloxy) carbamoyl)-1,6-diazabicyclo[3.2.1]oct-3-en-6-yl hydrogensulfate